C(C)(C)C1=NC2=C(N1C1=NC=3CCC(NC3C=C1)=O)C=CC(=C2)C(=O)O 2-isopropyl-1-(6-oxo-7,8-dihydro-5H-1,5-naphthyridin-2-yl)benzimidazole-5-carboxylic acid